(E)-N-(4-((3-((4-chloro-3-(trifluoromethyl)phenyl)sulfonamido)-5-methylpyridin-2-yl)oxy)phenyl)-4-(prop-2-yn-1-yloxy)but-2-enamide ClC1=C(C=C(C=C1)S(=O)(=O)NC=1C(=NC=C(C1)C)OC1=CC=C(C=C1)NC(\C=C\COCC#C)=O)C(F)(F)F